tert-butyl (S)-4-(5-aminopyrazin-2-yl)-2-methylpiperazine-1-carboxylate NC=1N=CC(=NC1)N1C[C@@H](N(CC1)C(=O)OC(C)(C)C)C